N-((R)-4-((3R,4R,5S)-3-amino-4-hydroxy-5-methylpiperidin-1-yl)-7-hydroxy-6,7-Dihydro-5H-cyclopenta[b]pyridin-3-yl)-2,2',6,6'-tetrafluoro-[1,1'-biphenyl]-3-carboxamide dihydrochloride Cl.Cl.N[C@@H]1CN(C[C@@H]([C@H]1O)C)C1=C2C(=NC=C1NC(=O)C=1C(=C(C(=CC1)F)C1=C(C=CC=C1F)F)F)[C@@H](CC2)O